FC1=CC=C(C=C1)NC=1C=NC=CC1NC(=O)C=1C=NC(=NC1)N1CC(NCC1)=O N-{3-[(4-Fluorophenyl)amino]pyridin-4-yl}-2-(3-oxopiperazin-1-yl)pyrimidine-5-carboxamide